CN1C(=NC2=C(C1=O)C=NN2C2OCCCC2)N2CCC1(CCN(C1)C=1C=NC(=CC1)C(F)(F)F)CC2 5-methyl-1-(tetrahydro-2H-pyran-2-yl)-6-(2-(6-(trifluoromethyl)pyridin-3-yl)-2,8-diazaspiro[4.5]decan-8-yl)-1,5-dihydro-4H-pyrazolo[3,4-d]pyrimidin-4-one